2-methoxy-5-(methylsulfonyl)benzoic acid methyl ester COC(C1=C(C=CC(=C1)S(=O)(=O)C)OC)=O